N-((2-(2-fluorophenyl)-3-methyl-1H-indol-5-yl)methyl)-4-methylnicotinamide FC1=C(C=CC=C1)C=1NC2=CC=C(C=C2C1C)CNC(C1=CN=CC=C1C)=O